[Ir].FC(C1=CC=C(C=C1)C1=NC=CC=C1)(F)F.FC(C1=CC=C(C=C1)C1=NC=CC=C1)(F)F.FC(C1=CC=C(C=C1)C1=NC=CC=C1)(F)F tris(2-(4-trifluoromethylphenyl)pyridine) iridium